bis(2-ethylhexanoate) titanium (IV) [Ti+4].C(C)C(C(=O)[O-])CCCC.C(C)C(C(=O)[O-])CCCC